4-((4-((3-(4-(acetylaminomethyl)phenyl)-2-methyl-7-oxo-2,7-dihydro-6H-pyrazolo[4,3-d]pyrimidin-6-yl)methyl)-4-hydroxypiperidin-1-yl)methyl)-3-chlorobenzoic acid methyl ester COC(C1=CC(=C(C=C1)CN1CCC(CC1)(O)CN1C=NC=2C(C1=O)=NN(C2C2=CC=C(C=C2)CNC(C)=O)C)Cl)=O